C(#N)C1(CC1)C=1C=C(C(=O)O)C=C(C1)OC(F)F 3-(1-cyanocyclopropyl)-5-(difluoro-methoxy)benzoic acid